OCC1OCC2(C1)CCN(CC2)C2=CC=C(C=C2)C2C(NC(CC2)=O)=O 3-(4-(3-(hydroxymethyl)-2-oxa-8-azaspiro[4.5]decan-8-yl)phenyl)piperidine-2,6-dione